(2E)- and (2Z)-3-cyclopentyl-3-[5-(7-[2-(trimethylsilyl)ethoxy]methyl-7H-pyrrolo[2,3-d]pyrimidin-4-yl)-1,3-thiazol-2-yl]acrylonitrile C1(CCCC1)C(=CC#N)C=1SC(=CN1)C=1C2=C(N=CN1)N(C=C2)COCC[Si](C)(C)C